(4-((2-amino-3-chloropyridin-4-yl)oxy)-3-fluorophenyl)-1-(tetrahydro-2H-pyran-3-yl)-5-(trifluoromethyl)-1H-pyrazole-4-carboxamide NC1=NC=CC(=C1Cl)OC1=C(C=C(C=C1)C1=NN(C(=C1C(=O)N)C(F)(F)F)C1COCCC1)F